C(=O)C1=CC=C2C(=CC=NC2=C1)C(=O)NCC(=O)OC(C)(C)C tert-Butyl (7-formylquinoline-4-carbonyl)glycinate